COC1=C2C=CC(OC2=CC=C1NC(=O)NC1=CC2=C(NC(=N2)C2=CC=C(C=C2)C(F)(F)F)C=C1)(C)C 1-(5-methoxy-2,2-dimethyl-2H-chromen-6-yl)-3-(2-(4-(trifluoromethyl)phenyl)-1H-benzo[d]imidazol-5-yl)urea